[N-](C#N)C#N.C(C=C)N1CN(C=C1)C 1-allyl-3-methylimidazole dicyanamide salt